FC1=C(C=C(C=C1)OC=1C(=C2C=CNC2=CC1F)C)C=1NC=C(N1)C1(CC(OCC1)C)C=1C=C(C=CC1)CCC(=O)O 3-(3-(4-(2-(2-fluoro-5-((6-fluoro-4-methyl-1H-indol-5-yl)oxy)phenyl)-1H-imidazol-4-yl)-2-methyltetrahydro-2H-pyran-4-yl)phenyl)propanoic acid